FC1CC(N(C1)C(CCCC=1C=NC=CC1)=O)C(=O)NC(C1=CC=C(C=C1)C(C)C)C1=CC=CC=C1 4-fluoro-N-{phenyl-[4-(prop-2-yl)phenyl]methyl}-1-[4-(pyridin-3-yl)butyryl]pyrrolidine-2-carboxamide